C(#N)/C(/C(=O)N[C@H](C)C1=CC(=C(C=C1)OC)OC)=C\C1=CNC2=NC=C(C=C21)C2=C(C=C(C=C2)F)OC (R,E)-2-cyano-N-(1-(3,4-dimethoxyphenyl)ethyl)-3-(5-(4-fluoro-2-methoxyphenyl)-1H-pyrrolo[2,3-b]pyridin-3-yl)acrylamide